2-((2-(diethylamino)ethyl)(methyl)amino)-1-ethanol C(C)N(CCN(CCO)C)CC